N[C@H](C)C1=NC=C(C=N1)C#N 2-[(1R)-1-aminoethyl]pyrimidine-5-carbonitrile